OC1=C(C=C(C=C1)C1=CC(=CC=C1)C(NC1=CC=C(C=C1)OCCC1=CC=CC=C1)=O)C(=O)O 4-hydroxy-3'-((4-phenethoxyphenyl)carbamoyl)-[1,1'-biphenyl]-3-carboxylic acid